FC(C1=C(C#N)C=CC=C1)(F)F 2-trifluoromethylbenzonitrile